3-((1R)-1-((7-(3,6-diazabicyclo[3.1.1]heptan-3-yl)-4-methylpyrido[3,4-d]pyridazin-1-yl)amino)ethyl)-2-methylbenzonitrile C12CN(CC(N1)C2)C2=CC=1C(=C(N=NC1N[C@H](C)C=1C(=C(C#N)C=CC1)C)C)C=N2